FC1=C(C(=CC(=C1)S(=O)(=O)C)Br)OCOC 1-fluoro-2-(methoxymethoxy)-3-bromo-5-methylsulfonylBenzene